ClC=1C=C(C=2C[C@H](CC2C1)NC=1N=CC2=C(N1)CN(C2=O)C2CC(C2)O)C#N (S)-6-chloro-2-((6-((1r,3S)-3-hydroxycyclobutyl)-5-oxo-6,7-dihydro-5H-pyrrolo[3,4-d]pyrimidin-2-yl)amino)-2,3-dihydro-1H-indene-4-carbonitrile